2-diphenylphosphinophenyl ether C1(=CC=CC=C1)P(C1=C(C=CC=C1)OC1=C(C=CC=C1)P(C1=CC=CC=C1)C1=CC=CC=C1)C1=CC=CC=C1